3-((7-((2-(2,6-dioxopiperidin-3-yl)-1-oxoisoindolin-4-yl)thio)heptyl)amino)bicyclo[1.1.1]pentane-1-carbonitrile O=C1NC(CCC1N1C(C2=CC=CC(=C2C1)SCCCCCCCNC12CC(C1)(C2)C#N)=O)=O